C(CC1=CC=CC=C1)C1(CN(CC1)CC1COCC1)C1OCCC1 3-phenethyl-3-(tetrahydrofuran-2-yl)-1-((tetrahydro-furan-3-yl)methyl)pyrrolidine